C(=O)(C=C)OCCC[Si](OCC)(OCC)C acryl-oxypropyl-methyl-diethoxysilane